CN(C(=O)N1CCCCC1)C1=CC=C(C=C1)OC(F)(F)F N-methyl-N-(4-(trifluoromethoxy)phenyl)piperidine-1-carboxamide